6-Amino-3-((1R,3S,4S)-4'-chloro-3-hydroxy-4-(1H-1,2,3-triazol-1-yl)-1',2'-dihydrospiro[cyclopentane-1,3'-pyrrolo[2,3-b]pyridin]-5'-yl)-2-fluoro-N,N-dimethylbenzamide NC1=CC=C(C(=C1C(=O)N(C)C)F)C=1C(=C2C(=NC1)NC[C@]21C[C@@H]([C@H](C1)N1N=NC=C1)O)Cl